CC1=C(C=CC(=C1)C1=NC2=CC=C(C=C2C=N1)C(F)(F)F)N1CCOC2=C(C1=O)N(N=C2)CCN2CCOCC2 7-(2-methyl-4-(6-(trifluoromethyl)quinazolin-2-yl)phenyl)-1-(2-morpholinoethyl)-6,7-dihydro-1H-pyrazolo[3,4-f][1,4]oxazepin-8(5H)-one